[Cl-].[Mg+2].C1(=CC=CC=C1)C=1C2=CC=C(N2)C(=C2C=CC(C(=C3C=CC(=C(C=4C=CC1N4)C4=CC=CC=C4)N3)C3=CC=CC=C3)=N2)C2=CC=CC=C2.[Cl-] 5,10,15,20-tetraphenyl-21H,23H-porphyrin magnesium chloride